4-fluoro-DL-glutamic acid FC(C[C@H](N)C(=O)O)C(=O)O |r|